CON(C(=O)C1=CC=C(C(=O)O)C=C1)C l-4-(N-methoxy-N-methyl-carbamoyl)-benzoic acid